O1C(CCCC1)OCCCO 3-((tetrahydro-2H-pyran-2-yl)oxy)propan-1-ol